bis[4-(2-hydroxy-2-methylpropanoyl) phenyl] ether OC(C(=O)C1=CC=C(C=C1)OC1=CC=C(C=C1)C(C(C)(C)O)=O)(C)C